ClC=1C=C(C=CC1)N1C=C(C2=C1N=CN=C2N2[C@H](CN[C@@H](C2)C)C)C2CC2 7-(3-chlorophenyl)-5-cyclopropyl-4-((2S,5R)-2,5-dimethylpiperazin-1-yl)-7H-pyrrolo[2,3-d]pyrimidine